6-ethenoxy-6-oxohexanoic acid C(=C)OC(CCCCC(=O)O)=O